C(C)C=1C(=C2C=NNC2=C(C1F)N(C)CC)C1=CC=2N(C=C1)N=C(C2)NC(=O)C2C(C2)F N-(5-(5-ethyl-7-(ethyl(methyl)amino)-6-fluoro-1H-indazol-4-yl)pyrazolo[1,5-a]pyridin-2-yl)-2-fluorocyclopropane-1-carboxamide